C(C)(C)(C)[S@@](=O)N[C@@H]1C2=C(N=C(S2)Cl)CC12CCN(CC2)C(=O)OC(C)(C)C tert-Butyl (S)-6-(((R)-tert-butylsulfinyl)amino)-2-chloro-4,6-dihydrospiro[cyclopenta[d]thiazole-5,4'-piperidine]-1'-carboxylate